(R)-3-((6-Bromo-3-(3-(dimethylamino)azetidin-1-yl)-5-fluoro-7,9-dihydrofuro[3,4-f]quinazolin-1-yl)amino)-1-methylpyrrolidin-2-one BrC=1C2=C(C=3C(=NC(=NC3C1F)N1CC(C1)N(C)C)N[C@H]1C(N(CC1)C)=O)COC2